N-(5-(((4-(1H-Pyrrolo[2,3-b]pyridin-2-yl)pyridin-2-yl)methyl)amino)-2-fluorophenyl)-2-phenylacetamide N1C(=CC=2C1=NC=CC2)C2=CC(=NC=C2)CNC=2C=CC(=C(C2)NC(CC2=CC=CC=C2)=O)F